1-benzyl-6-(methylsulfonyl)-3,5-diphenyl-3,5-dihydroimidazo[4,5-c][1,2]thiazin-4(1H)-one 2,2-dioxide C(C1=CC=CC=C1)N1S(C(C(C2=C1N=C(N2C2=CC=CC=C2)S(=O)(=O)C)=O)C2=CC=CC=C2)(=O)=O